(S)-5-(2-((5,6-diethyl-2,3-dihydro-1H-inden-2-yl)amino)-1-hydroxyethyl)-8-(2-(piperazin-1-yl)ethoxy)quinolin-2(1H)-one C(C)C=1C=C2CC(CC2=CC1CC)NC[C@@H](O)C1=C2C=CC(NC2=C(C=C1)OCCN1CCNCC1)=O